C(C=CC1=CC=CC=C1)(=O)ONC(=O)C acetamino cinnamate